FC(C=1C=C(C=CC1)C(=O)N1CCC(CC1)CN1[C@@H]([C@H]([C@@H]([C@H](C1)O)O)O)C)(F)F (3-(trifluoromethyl)phenyl)(4-(((2R,3R,4R,5S)-3,4,5-trihydroxy-2-methylpiperidin-1-yl)methyl)piperidin-1-yl)methanone